CC1(OC(C2=C(O1)C=CC=C2OCC#C)=O)C 2,2-dimethyl-5-(prop-2-yn-1-yloxy)-4H-benzo[d][1,3]dioxin-4-one